ClC=1C=C(NC2(CCC3(C(CC4=CC=CC=C34)C[C@H](COC3=NC=NC=4CCC[C@H](C34)C)C)CC2)C(=O)O)C=CC1 4-(3-Chloroanilino)-2'-[(2R)-2-methyl-3-{[(5R)-5-methyl-5,6,7,8-tetrahydroquinazolin-4-yl]oxy}propyl]-2',3'-dihydrospiro[cyclohexane-1,1'-indene]-4-carboxylic acid